C(CC)[Si](OC)(OC)OC propyltrimethoxy-silan